BrC1=CN(C2=NC=C(C=C21)C(=O)NC(CC2=C(C=CC=C2)Cl)(C)C)C 3-bromo-N-(1-(2-chlorophenyl)-2-methylpropan-2-yl)-1-methyl-1H-pyrrolo[2,3-b]pyridine-5-carboxamide